COC(C1=CC=C(C=C1)C(NC1=CC2=C(NC(=N2)C2=CC=CC=C2)C=C1)=O)=O 4-((2-phenyl-1H-benzimidazol-5-yl)carbamoyl)benzoic acid methyl ester